1,1-dimethoxy-2-butene COC(C=CC)OC